NC=1C=NC2=CC=CC=C2C1C1=CC(=C(C=C1)OC)C 3-Amino-4-(4-methoxy-3-methylphenyl)-quinoline